tetranonyl-pyromellitic acid C(CCCCCCCC)OC(C=1C(C(=O)OCCCCCCCCC)=CC(=C(C1)C(=O)OCCCCCCCCC)C(=O)OCCCCCCCCC)=O